[N+](=O)([O-])C1=C(COS(=O)(=O)C2=CC=C(C)C=C2)C(=CC=C1)[N+](=O)[O-] para-toluenesulfonic acid 2,6-dinitrobenzyl ester